CN(C(C1=CC=C(C=C1)NC1=NC=C(C(=N1)NCC1=C(C=C(C=C1)C)NS(=O)(=O)C)C(F)(F)F)=O)C N,N-dimethyl-4-{[4-({4-methyl-2-[(methylsulfonyl)amino]benzyl}amino)-5-(trifluoromethyl)pyrimidin-2-yl]amino}benzamide